CC1=CC=C(N=N1)NC1=CC2=C(N(C=N2)C2=CC=C(C(=N2)C=2N=NN(C2C)CC(F)(F)F)C(C)O)C=C1 1-[6-[5-[(6-methylpyridazin-3-yl)amino]benzimidazol-1-yl]-2-[5-methyl-1-(2,2,2-trifluoroethyl)triazol-4-yl]-3-pyridyl]ethanol